C1(CC1)C1=NC(=CC(=C1)C1=C(C=C(C#N)C=C1)C1=NN=CN1C)N1C(C2=C3C(C=CC=C13)=CC(=C2)C)=O 4-(2-Cyclopropyl-6-(4-methyl-2-oxobenzo[cd]indol-1(2H)-yl)pyridin-4-yl)-3-(4-methyl-4H-1,2,4-triazol-3-yl)benzonitrile